CN1CCN(CC1)C(=O)OC2C3=NC=CN=C3C(=O)N2C4=NC=C(C=C4)Cl The molecule is a pyrrolo[3,4-b]pyrazine compound having a 4-methylpiperazine-1-carboxyl group at the 5-position, a 5-chloropyridin-2-yl group at the 6-position and an oxo-substituent at the 7-position. It has a role as a central nervous system depressant and a sedative. It is a pyrrolopyrazine and a monochloropyridine.